(S)-1-[3-(trifluoromethyl)phenyl]ethylamine FC(C=1C=C(C=CC1)[C@H](C)N)(F)F